C(CCCCCCCCCCC)S(=O)(=O)[O-].[Al+3].C(CCCCCCCCCCC)S(=O)(=O)[O-].C(CCCCCCCCCCC)S(=O)(=O)[O-] aluminum dodecanesulfonate